2-(3-chloro-4-(4-((5-isopropyl-8-((2R,3S)-2-methyl-3-((methanesulfonyl)methyl)azabut-1-yl)isoquinolin-3-yl)amino)pyrimidin-2-yl)-1H-pyrazol-1-yl)ethanol ClC1=NN(C=C1C1=NC=CC(=N1)NC=1N=CC2=C(C=CC(=C2C1)C(C)C)N[C@@H]([C@H](C)CS(=O)(=O)C)C)CCO